6-isopropenyl-3-methyl-3,9-decadienyl-carboxylate C(=C)(C)C(CC=C(CCC(=O)[O-])C)CCC=C